1-(difluoromethyl)cyclopropan-1-amine hydrochloride Cl.FC(C1(CC1)N)F